N-(7-(3-morpholinopropoxy)-4-((2',4',6'-trifluoro-[1,1'-biphenyl]-3-yl)amino)quinazolin-6-yl)acrylamide O1CCN(CC1)CCCOC1=C(C=C2C(=NC=NC2=C1)NC=1C=C(C=CC1)C1=C(C=C(C=C1F)F)F)NC(C=C)=O